ClC1=C(C=C(C(=O)NC2=CC(=C(C=C2)N2C=NC(=C2)C)C(F)(F)F)C=C1)C#CC1=CN=C2N1N=CC=C2 4-chloro-3-(imidazo[1,2-b]pyridazin-3-ylethynyl)-N-(4-(4-methyl-1H-imidazol-1-yl)-3-(trifluoromethyl)phenyl)benzamide